manganese dioxine O1C=COC=C1.[Mn]